4-(3-(pyridin-4-yl)phenyl)-N,N-dimethyl-1,2,3,4-tetrahydronaphthalen-2-amine N1=CC=C(C=C1)C=1C=C(C=CC1)C1CC(CC2=CC=CC=C12)N(C)C